C(C)(C)C1=C(C(=CC=C1)C(C)C)C=1C(=C(C=2C=3C=CC=C4C=CC=C(C5=C(C=CC1C52)OC5=C(C=CC=C5C(C)C)C(C)C)C43)OC4=C(C=CC=C4C(C)C)C(C)C)C4=C(C=CC=C4C(C)C)C(C)C bis(2,6-diisopropylphenyl)-1,6-bis(2,6-diisopropylphenoxy)perylene